1-(4-chlorophenyl)-4,4-dimethyl-2-(1H-1,2,4-triazol-1-YL)pentan-3-OL ClC1=CC=C(C=C1)CC(C(C(C)(C)C)O)N1N=CN=C1